ethyl 6-fluoro-3-hydroxy-1,1-dioxo-2,3-dihydro-1λ6-benzo[d][1,2]thiazole-3-carboxylate FC1=CC2=C(C(NS2(=O)=O)(C(=O)OCC)O)C=C1